3-formyl-2,3,4,9-tetrahydro-1H-carbazole C(=O)C1CCC=2NC3=CC=CC=C3C2C1